(R)-5-(4-cyanophenyl)-N-(1-methylpyrrolidin-3-yl)-1-(p-tolyl)-1H-pyrazole-3-carboxamide C(#N)C1=CC=C(C=C1)C1=CC(=NN1C1=CC=C(C=C1)C)C(=O)N[C@H]1CN(CC1)C